2-(3-(1,3-dioxolan-2-yl)-4-((4-methoxybenzyl)oxy)phenyl)-4,4,5,5-tetramethyl-1,3,2-dioxaborolane O1C(OCC1)C=1C=C(C=CC1OCC1=CC=C(C=C1)OC)B1OC(C(O1)(C)C)(C)C